[5-carbamoyl-2-(4-chlorophenyl)-9-(phenylmethyl)carbazol-4-yl]oxyacetic acid C(N)(=O)C1=C2C=3C(=CC(=CC3N(C2=CC=C1)CC1=CC=CC=C1)C1=CC=C(C=C1)Cl)OCC(=O)O